2-((S)-1-acryloyl-4-(6-((R)-1,2-dihydroacenaphthylen-1-yl)-2-(3-(dimethylamino)azetidin-1-yl)-6,7-dihydro-5H-pyrrolo[3,4-d]pyrimidin-4-yl)piperazin-2-yl)acetonitrile C(C=C)(=O)N1[C@H](CN(CC1)C=1C2=C(N=C(N1)N1CC(C1)N(C)C)CN(C2)[C@@H]2CC1=CC=CC3=CC=CC2=C13)CC#N